(E)-N-isopropyl-3-(2-methoxy-2-oxoethyl)-2-pentylcyclopentan-1-imine oxide C(C)(C)\[N+](=C\1/C(C(CC1)CC(=O)OC)CCCCC)\[O-]